[N+](=O)([O-])C=1C=C2CCC(N(C2=CC1)[C@@H](C)C=1C=C(C=CC1)C)=O (S)-6-nitro-1-(1-(m-tolyl)ethyl)-3,4-dihydroquinolin-2(1H)-one